BrC1=CC(=C(C=C1C)N1C(C=CC2=CC(=CC=C12)S(=O)(=O)OC1=C(C(=C(C(=C1F)F)F)F)F)=O)OC (P)-perfluorophenyl 1-(4-bromo-2-methoxy-5-methylphenyl)-2-oxo-1,2-dihydroquinoline-6-sulfonate